N-[(R)-(4-chlorophenyl)(cyclopropyl)methyl]-2-methylpropane-2-sulfinamide ClC1=CC=C(C=C1)[C@H](NS(=O)C(C)(C)C)C1CC1